ClC1=CC=CC=2C=3N(C(=NC12)N[C@H]1C(NCCCC1)=O)N=C(N3)C=3C=NN(C3)C3CC3 (3R)-3-{[7-chloro-2-(1-cyclopropyl-1H-pyrazol-4-yl)[1,2,4]triazolo[1,5-c]quinazolin-5-yl]amino}azepan-2-one